FC[C@H]1CCC(N1)=O (R)-5-(fluoromethyl)pyrrolidin-2-one